CC1=C(C2=CC3=NC(=CC4=C(C(=C([N-]4)C=C5C(=C(C(=N5)C=C1[N-]2)C)C=C)C)C=C)[C@]([C@]36CCC(=O)O6)(C)O)CCC(=O)O.[Fe] The molecule is a metallochlorin that is ferroheme b which is hydroxylated at positions 5 and 6, and in which the resulting 6-hydroxy group undergoes formal condensation with the carboxy group of the 6-carboxyethyl group to afford the corresponding spirolactone in which the oxygen atoms at positions 5 and 6 are trans to each other. It is a gamma-lactone, an azaspiro compound, a ferroheme, a metallochlorin, a monocarboxylic acid, an oxaspiro compound and a tertiary alcohol. It is a conjugate acid of a trans-heme d hydroxychlorin gamma-spirolactone(1-).